6-methyl-2-chloro-4-hydroxy-1-methacryloyloxynaphthalene CC=1C=C2C(=CC(=C(C2=CC1)OC(C(=C)C)=O)Cl)O